FC=1C=C2N(CCN(C2=CC1)C(=O)N1C[C@H](CC1)NC(C)C)C1=CC=C(C=C1)F (S)-(6-fluoro-4-(4-fluorophenyl)-3,4-dihydroquinoxalin-1(2H)-yl)(3-(isopropylamino)pyrrolidin-1-yl)methanone